1-(3-fluoro-2-hydroxypropyl)-3-(4-fluorophenyl)-1H-pyrazole-5-carboxylic acid FCC(CN1N=C(C=C1C(=O)O)C1=CC=C(C=C1)F)O